FC(CN1N=CC=2C=NC(=CC21)C(=O)N[C@H]2COC1=C(N(C2=O)C)C=CC=C1)(C)F 1-(2,2-difluoropropyl)-N-[(3S)-5-methyl-4-oxo-2,3-dihydro-1,5-benzoxazepin-3-yl]pyrazolo[4,3-c]pyridine-6-carboxamide